S(N=C=O)N=C=O thio diisocyanate